CC(C(=O)NCC=1C=CC(=C(C(=O)NC2=C3C=NN(C3=CC=C2)C=2C=NC=C(C2)C)C1)C(F)(F)F)(C)C 5-{[(2,2-Dimethylpropionyl)amino]methyl}-N-[1-(5-methylpyridin-3-yl)-1H-indazol-4-yl]-2-(trifluoromethyl)benzamide